rac-N-{(1R,6S)-2,2-difluoro-6-[4-(propan-2-yl)piperazin-1-yl]cyclohexyl}-4-(5-methoxypyridin-2-yl)piperidine-1-carboxamide FC1([C@@H]([C@H](CCC1)N1CCN(CC1)C(C)C)NC(=O)N1CCC(CC1)C1=NC=C(C=C1)OC)F |r|